C(C)N1CCN(CC1)C1=CC=CC(=N1)N[C@@H]1CN(CC1)C(C=C)=O (S)-1-(3-((6-(4-ethylpiperazin-1-yl)pyridin-2-yl)amino)pyrrolidin-1-yl)prop-2-en-1-one